5-{2,6-difluoro-4-[2-(tetrahydro-pyran-4-yloxy)-pyridin-3-yl]-phenyl}-hexanoic acid FC1=C(C(=CC(=C1)C=1C(=NC=CC1)OC1CCOCC1)F)C(CCCC(=O)O)C